N[C@@H]1CN(CC[C@H]1F)C1=NC2=C(N1CC(=O)N1CCN(CC1)C(=O)C1CC1)C=C(C(=C2)F)F 2-(2-((3R,4R)-3-Amino-4-fluoropiperidin-1-yl)-5,6-difluoro-1H-benzo[d]imidazol-1-yl)-1-(4-(cyclopropancarbonyl)piperazin-1-yl)ethan-1-on